FC=1C=C(C=CC1)C1=C(C(=O)N)C=CC=C1NC=1OC(=NN1)C1=CC=CC=C1 (3-fluorophenyl)-3-((5-phenyl-1,3,4-oxadiazol-2-yl)amino)benzamide